3-{2-oxa-6-azaspiro[3.3]Hept-6-yl}propan-1-one (2-(3,5-dichlorophenyl)-6-((2-(4-(prop-2-yn-1-yl)piperazin-1-yl)pyrimidin-5-yl)oxy)pyridin-4-yl(methyl)piperidin-4-yl)acetate ClC=1C=C(C=C(C1)Cl)C1=NC(=CC(=C1)C1N(CCC(C1)CC(=O)O)C)OC=1C=NC(=NC1)N1CCN(CC1)CC#C.C1OCC12CN(C2)CCC=O